C[C@H]1N(CCOC1)C=1C=C2C3=C(N(N=C3CCN(C2C)C=2C=NN(C2)C)C2=NNC=C2)N1 (3R)-3-methyl-4-(6-methyl-7-(1-methyl-1H-pyrazol-4-yl)-2-(1H-pyrazol-3-yl)-6,7,8,9-tetrahydro-2H-1,2,3,7-tetraazabenzo[cd]azulene-4-yl)morpholine